OC(CN1C(=NC(=C1)C)CC)COC1=CC=CC=C1 1-(2-hydroxy-3-phenoxypropyl)-2-ethyl-4-methylimidazole